C(C1CC2C(CC1)O2)C2CC1C(CC2)O1 methylenebis(3,4-epoxycyclohexane)